bicyclo[4.2.0]octane-1(6),2,4-trien-3-yl-methanol C1=2C=C(C=CC2CC1)CO